FC(C1=NN=C(O1)C=1C=CC(=NC1)CN1C(N(C2=C1C=CC(=C2)C2=CC(=CC=C2)F)C2CCN(CC2)C)=O)F 1-((5-(5-(difluoromethyl)-1,3,4-oxadiazole-2-yl)pyridine-2-yl)methyl)-5-(3-fluorophenyl)-3-(1-methylpiperidine-4-yl)-1,3-dihydro-2H-benzo[d]imidazole-2-one